C(C)(C)(C)P(C1=C(C(=CC=C1OC)C)C1=C(C=C(C=C1C(C)C)C(C)C)C(C)C)C(C)(C)C di-tert-butyl-[6-methoxy-3-methyl-2-(2,4,6-triisopropylphenyl)phenyl]phosphine